3-mercaptophthalic acid bis(1-mercaptoethyl) ester SC(C)OC(C=1C(C(=O)OC(C)S)=C(C=CC1)S)=O